tetramethylene maleate C1(\C=C/C(=O)OCCCCO1)=O